N1(CCNC2=CC=CC=C12)C(=O)OC(C)(C)C Tert-butyl 3,4-dihydroquinoxaline-1(2H)-carboxylate